dichloro(isobutyl)(methyl)silicon Cl[Si](C)(CC(C)C)Cl